ClC=1C=C(OCC(CO)(C)C)C=CC1C=1N(C2=NC=NC(=C2N1)OC1(CC1)C)CC1=NC=CC(=C1)C 3-(3-chloro-4-(6-(1-methylcyclopropoxy)-9-((4-methylpyridin-2-yl)methyl)-9H-purin-8-yl)phenoxy)-2,2-dimethylpropan-1-ol